C(C1=CN=CC=C1)(=O)NCCNC(=O)C1=NC(=NO1)C=1SC=CC1 N-(2-(nicotinamido)ethyl)-3-(thiophen-2-yl)-1,2,4-oxadiazole-5-carboxamide